FC=1C=C2C(NC3(C(N(CC3)C)=O)C2=C(C1)C)=O 5-Fluoro-1',7-dimethylspiro[isoindoline-1,3'-pyrrolidine]-2',3-dione